N-(o-{o-[(Chloromethyl)carbonylamino]phenoxy}phenyl)-chloroacetamide ClCC(=O)NC1=C(OC2=C(C=CC=C2)NC(CCl)=O)C=CC=C1